ClC1=NC=C(C(=N1)C1=CC=C(O1)C(OCC[Si](C)(C)C)C=1N=C(NC1)C(=O)OC)Cl methyl 4-(5-(2,5-dichloropyrimidin-4-yl) furan-2-yl-1-(2-trimethylsilylethoxy) methyl)-1H-imidazole-2-carboxylate